CC1=CC(=CC(=C1)F)C 3,5-dimethylfluorobenzene